CC1(CCN(CC1)C1=NC=C(C=N1)B1OC(C(O1)(C)C)(C)C)NC(OC(C)(C)C)=O tert-butyl (4-methyl-1-(5-(4,4,5,5-tetramethyl-1,3,2-dioxaborolan-2-yl)pyrimidin-2-yl)piperidin-4-yl)carbamate